2,4-difluoro-3-(trifluoromethyl)aniline FC1=C(N)C=CC(=C1C(F)(F)F)F